2-(4-((5-(benzyloxy)-2-(4-methoxyphenyl)-3-methyl-1H-indol-1-yl)methyl)phenyl)-N-ethylacetamide C(C1=CC=CC=C1)OC=1C=C2C(=C(N(C2=CC1)CC1=CC=C(C=C1)CC(=O)NCC)C1=CC=C(C=C1)OC)C